C(C)O[Si](CCCNC(=O)NC=1NC(=CC(N1)=O)C)(OCC)OCC 2-(3-(triethoxysilyl)propylamino-carbonylamino)-6-methyl-4[1H]pyrimidinone